CC1(C=2C=CC(=CC2C(CC1)(C)C)/C(=C/C1=CC=C(C(=O)O)C=C1)/C)C 4-[[E]-2-[5,6,7,8-tetrahydro-5,5,8,8-tetramethyl-2-naphthalenyl]-1-propenyl]benzoic acid